androst-5-ene-3β,17β-diol 3-acetate C(C)(=O)O[C@@H]1CC2=CC[C@H]3[C@@H]4CC[C@@H]([C@@]4(C)CC[C@@H]3[C@]2(CC1)C)O